6-[2,6-Difluoro-3-(5-fluoro-2-methylpyridine-3-sulfonamido)phenyl]-7-fluoro-N-methyl-1H-pyrazolo[4,3-c]pyridine-3-carboxamide FC1=C(C(=CC=C1NS(=O)(=O)C=1C(=NC=C(C1)F)C)F)C1=C(C2=C(C=N1)C(=NN2)C(=O)NC)F